N1(C=NC2=C1C=CC=C2)C=2C=C(OC1=CC=3N(C4=CC=CC=C4C3C=C1)C1=NC=CC(=C1)C(C)(C)C)C=C(C2)C2=C(C=C(C=C2C)C#N)C 2-[3-(benzimidazol-1-yl)-5-(4-cyano-2,6-dimethylphenyl)phenoxy]-9-(4-tert-butylpyridin-2-yl)carbazole